CN(CC(=O)N1CCC(=CC1)C=1C(=CC(=C(C1)NC(=O)C1=CNC(C=C1C(F)(F)F)=O)N1C[C@H](N([C@H](C1)C)C)C)F)C |r| N-[5-[1-[2-(dimethylamino)acetyl]-3,6-dihydro-2H-pyridin-4-yl]-4-fluoro-2-[rac-(3R,5S)-3,4,5-trimethylpiperazin-1-yl]phenyl]-6-oxo-4-(trifluoromethyl)-1H-pyridine-3-carboxamide